5-(4-methoxyphenyl)-7-(2-fluoro-4-nitrophenoxy)pyrazolo[1,5-a]pyrimidine COC1=CC=C(C=C1)C1=NC=2N(C(=C1)OC1=C(C=C(C=C1)[N+](=O)[O-])F)N=CC2